C1=CC(=C(C=C1)C1=CC=CC=C1)S(=O)(=O)[O-].[Na+] sodium 4,4'-biphenyl-3-sulfonate